Phosphoric Acid 2-Hydroxy-Ethyl-Methacrylate methyl-7-(difluoro(naphthalen-1-yl)methyl)-5-oxo-8-(3-(trifluoromethyl)phenyl)-2,3-dihydro-5H-thiazolo[3,2-a]pyridine-3-carboxylate COC(=O)C1CSC=2N1C(C=C(C2C2=CC(=CC=C2)C(F)(F)F)C(C2=CC=CC1=CC=CC=C21)(F)F)=O.OCCOC(C(=C)C)=O.P(O)(O)(O)=O